CCCCC/C=C\C/C=C\CCCCCCCC(=O)O[C@H](COC(=O)CCCC/C=C\C/C=C\C/C=C\CCCCC)COP(=O)(O)OC[C@H](CO)O 1-(6Z,9Z,12Z-octadecatrienoyl)-2-(9Z,12Z-octadecadienoyl)-glycero-3-phospho-(1'-sn-glycerol)